CC([C@@H](C(=O)O)N1C(C2(CN(C2)C(=O)C2[N@](C2)C(C2=CC=CC=C2)(C2=CC=CC=C2)C2=CC=CC=C2)CC1)=O)C (S)-3-methyl-2-(5-oxo-2-((S)-1-trityl-aziridine-2-carbonyl)-2,6-diazaspiro[3.4]oct-6-yl)butanoic acid